N-[6-fluoro-4-methoxy-7-(oxan-4-yl)-[1,3]thiazolo[4,5-c]pyridin-2-yl]-1-(2-methoxyethyl)-1H-pyrazole-4-carboxamide FC1=C(C2=C(C(=N1)OC)N=C(S2)NC(=O)C=2C=NN(C2)CCOC)C2CCOCC2